D-threaric acid O=C([C@@H](O)[C@H](O)C(=O)O)O